2-(3,3-difluoroazetidin-1-yl)-6H-pyrano[3,4-B]pyridin-5(8H)-one FC1(CN(C1)C1=CC=C2C(=N1)COCC2=O)F